8-(5-ethyl-4-oxo-1-(tetrahydro-2H-pyran-2-yl)-4,5-dihydro-1H-pyrazolo[3,4-d]pyrimidin-6-yl)-2-(2-(trifluoromethyl)pyridin-4-yl)-2,8-diazaspiro[4.5]decan-3-one C(C)N1C(=NC2=C(C1=O)C=NN2C2OCCCC2)N2CCC1(CC(N(C1)C1=CC(=NC=C1)C(F)(F)F)=O)CC2